N-(5-(6,7-dihydro-5H-pyrrolo[2,1-C][1,2,4]triazol-3-yl)-8-(methylamino)-2,7-naphthyridin-3-yl)cyclopropanecarboxamide N=1N=C(N2C1CCC2)C2=C1C=C(N=CC1=C(N=C2)NC)NC(=O)C2CC2